OC1(CCC1)CN(C)CC=1C=C2C3=C(C(NC3=CC=C2)=O)C1 4-((((1-Hydroxycyclobutyl)methyl)(methyl)amino)methyl)benz[cd]indol-2(1H)-one